(2S,3R,4R,5R)-4-[[3-(3,4-Difluoro-2-methoxy-phenyl)-4,5-dimethyl-tetrahydrofuran-2-carbonyl]amino]pyridin-2-carboxamid FC=1C(=C(C=CC1F)[C@@H]1[C@H](O[C@@H]([C@@H]1C)C)C(=O)NC1=CC(=NC=C1)C(=O)N)OC